1-Hexyl-2-propylpyrrolidinium chlorid [Cl-].C(CCCCC)[NH+]1C(CCC1)CCC